(1r,3s)-1-[(3-bromo-4-fluorophenyl)methyl]-3-methanesulfonamidocyclobutane-1-carboxylic acid BrC=1C=C(C=CC1F)CC1(CC(C1)NS(=O)(=O)C)C(=O)O